ClC1=C(C=CC=C1NC(=O)C1=CC=C(C=N1)CN1C[C@@H](CC1)C(=O)OC)C1=C(C(=CC=C1)NC(C1=NC=C(C=C1)C=O)=O)C methyl (R)-1-((6-((2-chloro-3'-(5-formylpicolinamido)-2'-methyl-[1,1'-bi-phenyl]-3-yl)carbamoyl)pyridin-3-yl)methyl)pyrrolidine-3-carboxylate